CO[Si](CCC1=CC=C(C=C1)S(=O)(=O)N=[N+]=[N-])(OC)OC 4-[2-(trimethoxysilyl)ethyl]benzene-1-sulfonyl azide